1-((2R,5S)-4-(4,5-dichloro-1H-indole-2-carbonyl)-2,5-dimethylpiperazin-1-yl)ethan-1-one ClC1=C2C=C(NC2=CC=C1Cl)C(=O)N1C[C@H](N(C[C@@H]1C)C(C)=O)C